C(#N)C=CC=CC1=CC=CC=C1 cyanovinyl-styrene